N-(1-ethylpropyl)-3-isopropyl-8-methylsulfonyl-[1,2,4]triazolo[4,3-b]pyridazin-6-amine C(C)C(CC)NC=1C=C(C=2N(N1)C(=NN2)C(C)C)S(=O)(=O)C